2-formyl-6-(morpholine-4-carbonyl)quinoline-4-carboxamide C(=O)C1=NC2=CC=C(C=C2C(=C1)C(=O)N)C(=O)N1CCOCC1